FC1=CC=C2C(C3(OC4=C(N=C3)C3=C(C=C4)C=NC=C3)N(C2=C1)C)(C)C 6-fluoro-1,3,3-trimethylspiro[2H-indole-2,3'-[3H]pyrido[4,3-f][1,4]benzoxazine]